The molecule is a dioxo monocarboxylic acid that consists of hydrindane bearing two oxo substituents at positions 1 and 5 and a 2-carboxyethyl substituent at position 4 (3aS,4S,7aS-diastereomer). It has a role as a bacterial metabolite. It is a dioxo monocarboxylic acid, a diketone and a carbobicyclic compound. It derives from a hydride of a hydrindane. C1CC(=O)[C@@H]2[C@@H]1[C@@H](C(=O)CC2)CCC(=O)O